N[C@H](C(=O)N)C[C@@H]1OC2=C(NC1=O)C=CC(=C2)F (2S)-2-amino-3-[(2S)-7-fluoro-3-oxo-4H-1,4-benzoxazin-2-yl]propanamide